CC(CO)(C(CO)(C)C)C 2,2,3,3-tetramethylbutane-1,4-diol